C(C)OC(=O)[C@@H]1OCC1 (R)-oxetane-2-carboxylic acid ethyl ester